(S)-tert-butyl (1-(5-bromo-1-((2-(trimethylsilyl)ethoxy)methyl)-1H-imidazol-2-yl)-7-oxononyl)carbamate BrC1=CN=C(N1COCC[Si](C)(C)C)[C@H](CCCCCC(CC)=O)NC(OC(C)(C)C)=O